5-((6-((5-Chloro-2-(3-(trifluoromethyl)-1H-pyrazol-1-yl)pyrimidin-4-yl)amino)-3-methyl-2-oxo-2,3-dihydro-1H-benzo[d]imidazol-1-yl)methyl)-5-ethyloxazolidin-2-on ClC=1C(=NC(=NC1)N1N=C(C=C1)C(F)(F)F)NC=1C=CC2=C(N(C(N2C)=O)CC2(CNC(O2)=O)CC)C1